ClC=1C=C(NC(C(=O)OCC)=O)C=CC1F ethyl 2-(3-chloro-4-fluoroanilino)-2-oxoacetate